2-((5-(benzyloxy)-2-bromobenzyl)oxy)-N-methoxy-N-methyl-2-phenylpropanamide C(C1=CC=CC=C1)OC=1C=CC(=C(COC(C(=O)N(C)OC)(C)C2=CC=CC=C2)C1)Br